C1=C(C=CC2=CC=CC=C12)C1=CC=C(C=C1)NC1=CC=C(C=C1)C1=CC(=CC2=CC=CC=C12)C1=CC=CC=C1 (4-naphthalen-2-yl-phenyl)-{4-(3-phenyl-naphthalen-1-yl)phenyl}-amine